pyrrolo[2,3-d]imidazole N1=CN=C2C1=CC=N2